9H-dipyrano[2,3-b:2',3'-f]chromen-4-one O1C=CC(C=2C1=C1C=C3C(OC1=CC2)OCC=C3)=O